4-(6-((4-acetyl-2-methoxybenzyl)oxy)pyridin-2-yl)piperidine-1-carboxylate C(C)(=O)C1=CC(=C(COC2=CC=CC(=N2)C2CCN(CC2)C(=O)[O-])C=C1)OC